C1(=CC=CC=C1)C1(CC1)C1=NN=C(S1)C(=O)OCC ethyl 5-(1-phenylcyclopropyl)-1,3,4-thiadiazole-2-carboxylate